methyl (2S)-4-(5-methoxyisoindolin-2-yl)-2-methyl-4-oxobutanoate COC=1C=C2CN(CC2=CC1)C(C[C@@H](C(=O)OC)C)=O